CC1=C(SC2=NC(=CC=C21)C2=CC=1C(N=C2)=NN(C1)C)C1(CC(C1)C(F)(F)F)O cis-1-(3-methyl-6-(2-methyl-2H-pyrazolo[3,4-b]pyridin-5-yl)thieno[2,3-b]pyridin-2-yl)-3-(trifluoromethyl)cyclobutanol